8-(8-fluoro-7-(8-fluoronaphthalen-1-yl)-2-((tetrahydro-1H-pyrrolizin-7a(5H)-yl)methoxy)pyrido[4,3-d]pyrimidin-4-yl)-1,3,8-triazaspiro[5.5]undecan-2-one FC1=C(N=CC2=C1N=C(N=C2N2CC1(CCNC(N1)=O)CCC2)OCC21CCCN1CCC2)C2=CC=CC1=CC=CC(=C21)F